1-[1-(2,6-dioxo-3-piperidyl)-4-fluoro-3-methyl-2-oxo-benzimidazol-5-yl]piperidine-4-carbaldehyde O=C1NC(CCC1N1C(N(C2=C1C=CC(=C2F)N2CCC(CC2)C=O)C)=O)=O